2-((p-tolyl)(p-chlorophenyl)methyl)benzofuran tert-Butyl-6-(1-iodoethyl)-2-azaspiro[3.3]heptane-2-carboxylate C(C)(C)(C)OC(=O)N1CC2(C1)CC(C2)C(C)I.C2(=CC=C(C=C2)C(C=2OC1=C(C2)C=CC=C1)C1=CC=C(C=C1)Cl)C